C1(CCCCC1)[C@@H]1CN2CCCC[C@H]2CO[C@@H](C2CCCC(OCCNC3(CN1)CCCC3)C2)CCC2=CC(=C(C=C2)OC)OC (2'R,5'S,12'R)-12'-cyclohexyl-2'-[2-(3,4-dimethoxyphenyl)ethyl]-3',19'-dioxa-10',13',16'-triazaspiro[cyclopentane-1,15'-tricyclo[18.3.1.05,10]tetracosane]